(azepan-1-yl)-4-(5-cyclopropyl-4H-1,2,4-triazol-3-yl)benzoic acid N1(CCCCCC1)C1=C(C(=O)O)C=CC(=C1)C1=NN=C(N1)C1CC1